ClC=1C2=C(N=CN1)N(C(=C2C2=CC(=C(C=C2)OC2=NC=CC(=N2)C)F)C=2C(=NC(=CC2C)C#C)F)C 4-chloro-6-(6-ethynyl-2-fluoro-4-methylpyridin-3-yl)-5-(3-fluoro-4-((4-methylpyrimidin-2-yl)oxy)phenyl)-7-methyl-7H-pyrrolo[2,3-d]pyrimidine